OC1=C2C=CC=C(C2=CC=C1)S(=O)(=O)N 5-hydroxy-1-naphthalenesulfonamide